FC(S(=O)(=O)OCC1(O[C@H](C[C@H]1OC(C1=CC=CC=C1)(C1=CC=CC=C1)C1=CC=C(C=C1)OC)N1C(NC(C(=C1)C)=O)=O)COS(=O)(=O)C(F)(F)F)(F)F [(3R,5R)-3-[(4-methoxyphenyl) diphenylmethoxy]-5-(5-methyl-2,4-dioxo-3H-pyrimidin-1-yl)-2-[(trifluoromethanesulfonyloxy)methyl]oxolan-2-yl]methyl trifluoromethanesulfonate